CC(CC)CCCCC(CCCC)C 3,8-dimethyldodecane